C(=C)[Pt-](Cl)Cl vinyl-platinum (II) dichloride